4,5-dimethyltetrahydrofuran-2-carboxamide CC1CC(OC1C)C(=O)N